CC1OC(=CC1=O)C 2,5-dimethyl-furan-3-one